Cl[C@H](C(=O)NC[C@@H](COCC1=CC=CC=C1)O)C (2S)-2-chloro-N-[(2S)-2-hydroxy-3-phenylmethoxypropyl]propanamide